[N-](S(=O)(=O)C(F)(F)F)S(=O)(=O)C(F)(F)F.C(CCCCCCCCC(C)C)C=1NC=C[N+]1C i-dodecyl-3-methylimidazolium bis(trifluoromethanesulfonyl)imide